BrC=1C(=C(C(=CC1)N)N)OC 4-bromo-3-methoxybenzene-1,2-diamine